(hydroxymethyl)-3-methoxy-N-methyltetrahydro-2H-pyran-2-carboxamide OCC1(OCCCC1OC)C(=O)NC